ClC=1C=C(C=CC1F)NC(N(C=1C=NC(=CC1)OC)CC1=NN=C(N1CCOC)C(F)(F)F)=O 3-(3-Chloro-4-fluorophenyl)-1-((4-(2-methoxyethyl)-5-(trifluoromethyl)-4H-1,2,4-triazol-3-yl)methyl)-1-(6-methoxypyridin-3-yl)urea